ClCC(CCN1C(C2=CC=CC=C2C1=O)=O)=O 2-(4-chloro-3-oxobutyl)isoindoline-1,3-dione